CN1CCN(CC1)CCCC=1C=CC2=C(C(OC3=CC=CC=C23)=O)C1 8-(3-(4-methylpiperazin-1-yl)propyl)-6H-benzo[c]chromen-6-one